2-(cyanomethyl)piperazine-1-carboxylic acid tert-butyl ester C(C)(C)(C)OC(=O)N1C(CNCC1)CC#N